2-(5-((tert-butyldimethylsilyl)ethynyl)-1-isopropyl-1H-imidazol-2-yl)propan-2-ol [Si](C)(C)(C(C)(C)C)C#CC1=CN=C(N1C(C)C)C(C)(C)O